2-(2-((5-(3-(aminomethyl)phenyl)-7-(2-(tetrahydro-2H-pyran-4-yl)ethoxy)benzofuran-3-yl)methoxy)phenyl)acetic acid NCC=1C=C(C=CC1)C=1C=C(C2=C(C(=CO2)COC2=C(C=CC=C2)CC(=O)O)C1)OCCC1CCOCC1